5-(6-(tert-butylsulfonyl)-7-methoxyimidazo[1,2-a]pyridin-3-yl)-2,3-dimethoxy-N-methylaniline C(C)(C)(C)S(=O)(=O)C=1C(=CC=2N(C1)C(=CN2)C=2C=C(C(=C(NC)C2)OC)OC)OC